COC1=C(C=C(C(=C1)\C=C(/C)\[N+](=O)[O-])OC)C (E)-1,4-dimethoxy-2-methyl-5-(2-nitroprop-1-en-1-yl)benzene